C(C)(C)OC1=NC(=CC=C1NC(=O)C=1C(=NOC1C)C1=CC=CC=C1)C=1C=NOC1 (2-isopropoxy-6-(isoxazol-4-yl)pyridin-3-yl)-5-methyl-3-phenylisoxazole-4-carboxamide